ClC=1C=C(C=CC1F)NC1=NC=NC2=CC(=C(C=C12)OCCN1CC(OC(C1)=O)(C)C)OC[C@@H]1OCCC1 4-[(3-chloro-4-fluorophenyl)amino]-6-[2-(2,2-dimethyl-6-oxo-morpholin-4-yl)-ethoxy]-7-[(R)-(tetrahydrofuran-2-yl)methoxy]-quinazoline